ClC1=NC(=NC(=C1OC)N1CCOCC1)NC1=NNC2=CC(=CC=C12)[C@@H]1C[C@@]12C(NC1=CC=C(C=C21)OC)=O (1R,2S)-2-(3-[[4-chloro-5-methoxy-6-(morpholin-4-yl)pyrimidin-2-yl]amino]-1H-indazol-6-yl)-5'-methoxy-1'H-spiro[cyclopropane-1,3'-indol]-2'-one